NC1=NC=NN2C1=CC=C2[C@]2(C(O)(C(O)([C@H](O2)C(O)O)O)O)CF 4-Amino-7-(1'-fluoromethyl-2',3',5'-trihydroxy-α-D-ribofuranosyl)pyrrolo[2,1-f][1,2,4]triazine